4-(2-(Anthracene-9-ylmethylene)hydrazino)-2-(prop-2-yn-1-ylthio)-6-(trifluoromethyl)pyrimidine C1=CC=CC2=CC3=CC=CC=C3C(=C12)C=NNC1=NC(=NC(=C1)C(F)(F)F)SCC#C